Methyl 1-[2-(ethylamino)-4-isopropyl-7-oxo-thieno[2,3-d]pyridazin-6-yl]cyclopropanecarboxylate C(C)NC1=CC2=C(C(N(N=C2C(C)C)C2(CC2)C(=O)OC)=O)S1